C(C)NC(C1=NC=C(C=C1)N1N=C2C(=C1)CN(C2)CC=2C=CC=1C=3N(C(NC1C2F)=O)C=C(N3)C)=O N-ethyl-5-(5-((7-fluoro-2-methyl-5-oxo-5,6-dihydroimidazo[1,2-c]quinazolin-8-yl)methyl)-5,6-dihydropyrrolo[3,4-c]pyrazol-2(4H)-yl)picolinamide